O=C1C[C@@H](NCC1)C(=O)OC methyl (R)-4-oxopiperidine-2-carboxylate